1-(6-(4-(1,6-dimethyl-1H-indazol-7-yl)-3,7,7-trimethyl-5,6,7,8-tetrahydro-2-quinolinyl)-2,6-diazaspiro[3.4]octan-2-yl)-2-propen-1-one CN1N=CC2=CC=C(C(=C12)C1=C(C(=NC=2CC(CCC12)(C)C)N1CC2(CN(C2)C(C=C)=O)CC1)C)C